[NH4+].O1[C@@H](CC1)CN1C=NC2=C1C=C(C=C2)C(=O)O 1-[(2S)-oxetan-2-ylmethyl]-1H-benzoimidazole-6-carboxylic acid ammonium